BrC=1C=C(SC1CO)C(=O)OC methyl 4-bromo-5-(hydroxymethyl)thiophene-2-carboxylate